(3-(4-(1,3-dimethyl-1H-pyrazol-4-yl)benzyl)-1,2,3-oxadiazol-3-ium-5-yl)((3-(trifluoromethyl)phenyl)carbamoyl)amide CN1N=C(C(=C1)C1=CC=C(C[N+]2=NOC(=C2)[N-]C(NC2=CC(=CC=C2)C(F)(F)F)=O)C=C1)C